4-(2-Hydroxy-3-methylundec-4-yn-2-yl)benzonitrile OC(C)(C(C#CCCCCCC)C)C1=CC=C(C#N)C=C1